C(CC)C1OCCC1 propyltetrahydrofuran